The molecule is ethylbenzene in which the pro-R alpha-hydrogen is substituted by the nitrogen at the 1 position of 1H-imidazole-5-carboxylic acid. Its ethyl ester, etomidate, is used as an intravenous anaesthetic. C[C@H](C1=CC=CC=C1)N2C=NC=C2C(=O)O